4-(6-(3,6-diazabicyclo[3.1.1]heptan-3-yl)pyridin-3-yl)-6-hydroxypyrazolo[1,5-a]pyridine-3-carbonitrile trifluoroacetate salt FC(C(=O)O)(F)F.C12CN(CC(N1)C2)C2=CC=C(C=N2)C=2C=1N(C=C(C2)O)N=CC1C#N